1-(9-(4-Fluorobenzyl)-1-methyl-beta-carbolin-6-yl)-3-(4-(trifluoromethyl)phenyl)thiourea FC1=CC=C(CN2C3=CC=C(C=C3C=3C=CN=C(C23)C)NC(=S)NC2=CC=C(C=C2)C(F)(F)F)C=C1